tert-butyl N-[(3R)-1-(6-chloropyridazin-3-yl)pyrrolidin-3-yl]-N-cyclobutylcarbamate ClC1=CC=C(N=N1)N1C[C@@H](CC1)N(C(OC(C)(C)C)=O)C1CCC1